C1(C(C2=CC=CC3=CC=CC1=C23)=O)=O ACENAPHTHYLENE-1,2-dione